5-(hydroxymethyl)indoline-2-one OCC=1C=C2CC(NC2=CC1)=O